1-[4-(6,7-dimethoxyquinoline-4-oxy)phenyl]-4-methyl-6-oxo-1,6-dihydropyridazine-3-carboxylic acid COC=1C=C2C(=CC=NC2=CC1OC)OC1=CC=C(C=C1)N1N=C(C(=CC1=O)C)C(=O)O